C1(CCC1)OC1=CC=CC(=N1)C1=CC(=C(C(=C1)F)N1CC(CC1)CC(=O)O)F {1-[4-(6-cyclobutoxy-pyridin-2-yl)-2,6-difluoro-phenyl]-pyrrolidin-3-yl}-acetic acid